tert-butyl 6-(1,3-dihydroxy-2-(hydroxymethyl)propan-2-yl)-3,4-dihydro-1,5-naphthyridine-1(2H)-carboxylate OCC(CO)(CO)C=1N=C2CCCN(C2=CC1)C(=O)OC(C)(C)C